OC1=C(C(=CC(=C1C(=O)N1CCOCC1)CCCCC)O)C1CCCC(=C1)C (2,6-dihydroxy-5'-methyl-4-pentyl-1',2',3',4'-tetrahydro-[1,1'-biphenyl]-3-yl)(morpholino)methanone